N-[4-(4-Fluoro-1,3-benzoxazol-2-yl)phenyl]oxazol-2-carboxamid FC1=CC=CC2=C1N=C(O2)C2=CC=C(C=C2)NC(=O)C=2OC=CN2